tert-butyl 4-bromo-5-methoxy-2-(4,4,5,5-tetramethyl-1,3,2-dioxaborolan-2-yl)indole-1-carboxylate BrC1=C2C=C(N(C2=CC=C1OC)C(=O)OC(C)(C)C)B1OC(C(O1)(C)C)(C)C